FC=1C=CN2C(=NN=C(C21)C2=C(C=C(C=C2)C(F)(F)F)O)N[C@@H]2C[C@H](CN(C2)C)O (3R,5R)-5-({8-fluoro-1-[2-hydroxy-4-(trifluoromethyl)phenyl]pyrrolo[1,2-d][1,2,4]triazin-4-yl}amino)-1-methylpiperidin-3-ol